ClC1=C(C=CC(=C1)F)C1=C(C2=C(N=C(N=C2)NC2=CC(=C(C=C2)N2CCN(CC2)C)C)N(C1=O)[C@@H]1CN(CCC1)CCC)C (S)-6-(2-chloro-4-fluorophenyl)-5-methyl-2-((3-methyl-4-(4-methylpiperazin-1-yl)phenyl)amino)-8-(1-propylpiperidin-3-yl)pyrido[2,3-d]pyrimidin-7(8H)-one